3-aminopropyl-trimethylsilane (octahydro-4,7-methano-1H-indenyl)methyl-acrylate copper-chromium-arsenic [As].[Cr].[Cu].C1(CCC2C3CCC(C12)C3)COC(C=C)=O.NCCC[Si](C)(C)C